(4-bromo-2-(2-hydroxypropan-2-yl)oxazol-5-yl)methanone BrC=1N=C(OC1C=O)C(C)(C)O